(8-(4-(trifluoromethyl)phenyl)imidazo[1,2-a]pyrazin-6-yl)methanamine FC(C1=CC=C(C=C1)C=1C=2N(C=C(N1)CN)C=CN2)(F)F